CN([C@@H](C(=O)NC=1C(=C2CC(CC2=CC1)C=O)F)C)C (2R)-2-(dimethylamino)-N-(4-fluoro-2-formyl-indan-5-yl)propanamide